C(C1=CC=CC=C1)OC([C@H](C)N=P(=O)OC1=CC(=C(C=C1)C)OC[C@H]1O[C@H]([C@]([C@@H]1O)(C)F)N1C(NC(C=C1)=O)=O)=O (S)-2-{[(2r,3r,4r,5r)-5-(2,4-dioxo-3,4-dihydro-2H-pyrimidin-1-yl)-4-fluoro-3-hydroxy-4-methyl-tetrahydro-furan-2-ylmethoxy]-p-tolyloxy-phosphorylamino}-propionic acid benzyl ester